7-(4-tert-butylphenoxy)-9-chloro-1,2,3,4-tetrahydroacridine C(C)(C)(C)C1=CC=C(OC2=CC=C3N=C4CCCCC4=C(C3=C2)Cl)C=C1